C(C)(C)(C)C=1C=C(C=C(C1O)C)CCC(=O)OCCOCCOCCOC(CCC1=CC(=C(C(=C1)C)O)C(C)(C)C)=O triethylene glycol bis(3-(3-t-butyl-4-hydroxy-5-methylphenyl) propionate)